CN(C(=O)OC1=CC2=C(C=C1)C1(CCC1)N(C(O2)=O)CC=2C(=C(C=CC2)NC(OCC2=CC=CC=C2)=O)F)C benzyl N-[3-({7-[(dimethylcarbamoyl)oxy]-2-oxo-2,3-dihydrospiro[1,3-benzoxazine-4,1'-cyclobutan]-3-yl}methyl)-2-fluorophenyl]carbamate